COC1=CC=C(C=C1)SC1=CC=C(C(=O)C2=CC=C(C=C2)[S+](C)C)C=C1 {4-[4-(4-methoxyphenylthio)benzoyl]phenyl}-dimethyl-sulfonium